salicylamide hydrochloride Cl.C(C=1C(O)=CC=CC1)(=O)N